1-Benzyl-4-(pyridin-4-yl)-1,2,3,4-tetrahydroquinoxaline C(C1=CC=CC=C1)N1CCN(C2=CC=CC=C12)C1=CC=NC=C1